FC1=CC(=CC2=CC=3C[C@@](CCC3N=C12)(C(C)C)F)C(=O)N[C@H](CCN1CCC(CC1)C(C)C)C=1C=NC(=CC1)C1=CN=NC=C1 |r| rac-(7S)-4,7-difluoro-7-isopropyl-N-[rac-(1R)-3-(4-isopropyl-1-piperidyl)-1-(6-pyridazin-4-yl-3-pyridyl)propyl]-6,8-dihydro-5H-acridine-2-carboxamide